2-(1-(5-(5-(difluoromethyl)-1-methyl-1H-pyrazol-3-yl)-1,2,4-oxadiazol-3-yl)cyclopropyl)-N,N-dimethylbenzamide FC(C1=CC(=NN1C)C1=NC(=NO1)C1(CC1)C1=C(C(=O)N(C)C)C=CC=C1)F